Resorcinol-HCl Cl.C1(O)=CC(O)=CC=C1